C1(CC1)C1=C(C(=NO1)C1=C(C=CC=C1Cl)Cl)COC12CCC(CC1)(CC2)C2=NC1=CC=C(C=C1C=N2)C(=O)O 2-(4-((5-cyclopropyl-3-(2,6-dichlorophenyl)isoxazol-4-yl)methoxy)bicyclo[2.2.2]oct-1-yl)quinazoline-6-carboxylic acid